(E)-(2-((6-amino-5-((2-hydroxyphenyl) diazenyl) pyridin-2-yl) amino)-2-oxoethyl) carbamate C(N)(OCC(=O)NC1=NC(=C(C=C1)\N=N\C1=C(C=CC=C1)O)N)=O